ClC=1SC(=CC1NC(OC(C)(C)C)=O)C1=CC(=NC=C1CO)OC Tert-butyl N-[2-chloro-5-[5-(hydroxymethyl)-2-methoxy-4-pyridyl]-3-thienyl]carbamate